CC(C=O)CC1=C(C=CC=C1)C(C)C methyl-3-(isopropyl-phenyl)propanal